(chloro)zinc lithium chloride [Cl-].[Li+].Cl[Zn+].[Cl-]